C(\C=C\C)(=O)OP1=NP=NP=N1 crotonoxycyclotriphosphazene